acryloyloxydecyl dihydrogenphosphate P(=O)(O)(O)OCCCCCCCCCCOC(C=C)=O